(3-(3-cyano-3-fluoropyrrolidin-1-yl)-1-(4-(1,1-difluoroethyl)pyrimidin-2-yl)-1H-pyrazolo[4,3-c]pyridin-6-yl)acetamide C(#N)C1(CN(CC1)C1=NN(C2=C1C=NC(=C2)CC(=O)N)C2=NC=CC(=N2)C(C)(F)F)F